4-(trifluoromethyl)pyrimidine FC(C1=NC=NC=C1)(F)F